5-Cyano-N-(3-(oxazol-5-yl)-1H-indazol-5-yl)-3-(prop-1-en-2-yl)picolinamide C(#N)C=1C=C(C(=NC1)C(=O)NC=1C=C2C(=NNC2=CC1)C1=CN=CO1)C(=C)C